N-[4-[(4-Methoxypyrazolo[1,5-a]pyridin-5-yl)amino]-5-propanoyl-2-pyridyl]cyclopropanecarboxamide COC=1C=2N(C=CC1NC1=CC(=NC=C1C(CC)=O)NC(=O)C1CC1)N=CC2